(1R,3S)-N-((S)-1-(5-(((S)-1,1-Dimethyl-2,3-dihydro-1H-inden-2-yl)amino)pyridin-2-yl)-2,2,2-trifluoroethyl)-N-methyl-3-(2,2,2-trifluoroacetamido)cyclopentane-1-carboxamide CC1([C@H](CC2=CC=CC=C12)NC=1C=CC(=NC1)[C@@H](C(F)(F)F)N(C(=O)[C@H]1C[C@H](CC1)NC(C(F)(F)F)=O)C)C